9-acetyl-3,4-dihydro-2H-carbazol-1-one C(C)(=O)N1C2=CC=CC=C2C=2CCCC(C12)=O